CN(CCN(C=1C(=CC(=C(C1)OC)NC1=NC=CC(=N1)C1=CN(C2=CC=CC=C12)CC1=C(C(=CC=C1)OCC1=CC=C(C=C1)OC)C1OCCO1)N)C)C N1-[2-(dimethylamino)ethyl]-N4-[4-(1-{[2-(1,3-dioxolan-2-yl)-3-[(4-methoxyphenyl)methoxy]phenyl]methyl}indol-3-yl)pyrimidin-2-yl]-5-methoxy-N1-methylbenzene-1,2,4-triamine